palladium [tetrakis(triphenylphosphine)] C1(=CC=CC=C1)P(C1=CC=CC=C1)C1=CC=CC=C1.C1(=CC=CC=C1)P(C1=CC=CC=C1)C1=CC=CC=C1.C1(=CC=CC=C1)P(C1=CC=CC=C1)C1=CC=CC=C1.C1(=CC=CC=C1)P(C1=CC=CC=C1)C1=CC=CC=C1.[Pd]